FC1=C(C(=CC(=C1)F)F)C(C)=O 1-(2,4,6-Trifluorophenyl)ethan-1-one